Benzodithiin S1SC=CC2=C1C=CC=C2